C1(NCCC2=CC=CC=C12)CO (1,2,3,4-tetrahydroisoquinolin-1-yl)methanol